ClCC\C=C\CCCCCCCCCC(OCCCCCCCCC)OCCCCCCCCC (3E)-1-chloro-14,14-dinonyloxy-3-tetradecene